ds-N-ethylmaleimide C(C)N1C(C=CC1=O)=O